P(=O)(OC[C@H]1O[C@H](C[C@@H]1O)N1C(N=C(C=C1)N)=O)(OCCC(C)C)O ((2R,3S,5R)-5-(4-amino-2-oxopyrimidin-1(2H)-yl)-3-hydroxytetrahydrofuran-2-yl)methyl isopentyl hydrogen phosphate